N-((5-(3-(benzyloxy)-2-hydroxyphenyl)-1H-1,2,4-triazol-3-yl)methyl)-2-(difluoromethoxy)benzamide Tert-butyl-4,4,4-trifluoro-3-oxobutanoate C(C)(C)(C)OC(CC(C(F)(F)F)=O)=O.C(C1=CC=CC=C1)OC=1C(=C(C=CC1)C1=NC(=NN1)CNC(C1=C(C=CC=C1)OC(F)F)=O)O